C(C)(C)(C)OC(=O)N1CCC(CC1)CN1CCN(CC1)C1=NC=CC(=C1)B(O)O [2-[4-[(1-tert-butoxycarbonyl-4-piperidyl)methyl]piperazin-1-yl]-4-pyridyl]boronic acid